5-chloro-2-[[2-(6-chloro-3-pyridyl)-4-(difluoromethyl)imidazol-1-yl]methyl]pyrimidine ClC=1C=NC(=NC1)CN1C(=NC(=C1)C(F)F)C=1C=NC(=CC1)Cl